COC1=C(C=CC(=C1)OC)CNC1=NC=CC2=C1C(OC2)C N-[(2,4-dimethoxyphenyl)methyl]-3-methyl-1,3-dihydrofuro[3,4-c]pyridin-4-amine